8-(2,6-dimethylpyridin-4-yl)-7-phenylimidazo[1,2-c]pyrimidin-5-amine CC1=NC(=CC(=C1)C=1C=2N(C(=NC1C1=CC=CC=C1)N)C=CN2)C